(3-TRIETHOXYSILYLPROPYL)-4-HYDROXYBUTYRAMIDE C(C)O[Si](CCCC(C(=O)N)CCO)(OCC)OCC